C(C)(C)(C)OC(NCC1=C(C=CC=C1C=1SC(=CC1)C(C)NC1=NC(=NC2=CC(=C(C=C12)OC)OC)C)Cl)=O tert-butyl[2-chloro-6-(5-{1-[(6,7-dimethoxy-2-methylquinazolin-4-yl)amino]ethyl}-thiophen-2-yl)benzyl]carbamate